Bis(2-pentylheptyl) 12-(3-(diethylamino) propyl)-8,16-dioxo-6,18-dipentyl-7,9,15,17-tetraoxa-12-azatricosanedioate C(C)N(CCCN(CCOC(OC(CCCCC(=O)OCC(CCCCC)CCCCC)CCCCC)=O)CCOC(OC(CCCCC(=O)OCC(CCCCC)CCCCC)CCCCC)=O)CC